C(C)(C)(C)OC(=O)N1CCC(=C[C@@H]1C)C1=C(C=C2C(=NN(C2=C1)C)N1C(NC(CC1)=O)=O)F (S)-4-(3-(2,4-dioxotetrahydropyrimidin-1(2H)-yl)-5-fluoro-1-methyl-1H-indazol-6-yl)-6-methyl-3,6-dihydropyridine-1(2H)-carboxylic acid tert-butyl ester